(S)-1-(4-(5-(7,8-dimethyl-[1,2,4]triazolo[1,5-a]pyridin-6-yl)-6-isopropyl-4H-pyrrolo[3,2-d]thiazol-2-yl)-3-methylpiperazin-1-yl)-2-methylpropan-ol CC1=C(C=2N(C=C1C1=C(C=3N=C(SC3N1)N1C(CN(CC1)[C@H](C(C)C)O)C)C(C)C)N=CN2)C